N[S@](=NC(CC=1C(=C2CCCC2=CC1C1CC1)C)=O)(=O)C1=CN=C(S1)C(C)(C)O (R)-N-(amino(2-(2-hydroxypropan-2-yl)thiazol-5-yl)(oxo)-λ6-sulfaneylidene)-2-(6-cyclopropyl-4-methyl-2,3-dihydro-1H-inden-5-yl)acetamide